3-(4-(4,4,5,5-Tetramethyl-1,3,2-dioxaborolan-2-yl)-1H-pyrazol-1-yl)cyclobutane-1-carbonitrile CC1(OB(OC1(C)C)C=1C=NN(C1)C1CC(C1)C#N)C